CN(CCNC(OC1=C(C=C(C=C1OC)\C=C/1\C(=C(C2=CC(=CC=C12)F)CC(=O)NCC1=CC=CC=C1)C)OC)=O)C (Z)-4-((3-(2-(benzylamino)-2-oxoethyl)-5-fluoro-2-methyl-1H-inden-1-ylidene)methyl)-2,6-dimethoxyphenyl (2-(dimethylamino)ethyl)carbamate